(R)-3-(Hydroxymethyl)-4-(2-(Hydroxymethyl)-5-methoxy-4-nitrophenyl)piperazine-1-carboxylic acid tert-butyl ester C(C)(C)(C)OC(=O)N1C[C@@H](N(CC1)C1=C(C=C(C(=C1)OC)[N+](=O)[O-])CO)CO